Methyl 3-(4-((4-((2-fluorophenyl)ethynyl)benzamido)methyl)tetrahydro-2H-pyran-4-yl)propanoate FC1=C(C=CC=C1)C#CC1=CC=C(C(=O)NCC2(CCOCC2)CCC(=O)OC)C=C1